C(=O)(C=C)C(C(=O)N)=C Acryl-acrylamide